1-MERCAPTOUNDECYLTRIMETHOXYSILANE SC(CCCCCCCCCC)[Si](OC)(OC)OC